(1-aminocyclopropyl)methyl (trans-4-((4-(5-(methanesulfonyl) pyridin-3-yl)-5-(trifluoromethyl)pyrimidin-2-yl)amino)cyclohexyl)(5-(2-methoxypyrimidin-5-yl)pyrazin-2-yl)carbamate CS(=O)(=O)C=1C=C(C=NC1)C1=NC(=NC=C1C(F)(F)F)N[C@@H]1CC[C@H](CC1)N(C(OCC1(CC1)N)=O)C1=NC=C(N=C1)C=1C=NC(=NC1)OC